2-(7-((2S,5R)-4-(1-(3,5-dimethylpyridin-2-yl)ethyl)-2,5-diethylpiperazin-1-yl)-4-methyl-5-oxo-4,5-dihydro-2H-pyrazolo[4,3-b]pyridin-2-yl)acetonitrile CC=1C(=NC=C(C1)C)C(C)N1C[C@@H](N(C[C@H]1CC)C=1C=2C(N(C(C1)=O)C)=CN(N2)CC#N)CC